3-(5-(6-(((2,4-dichlorophenethyl)amino)methyl)imidazo[1,2-a]pyridin-8-yl)-1-oxoisoindolin-2-yl)piperidine-2,6-dione ClC1=C(CCNCC=2C=C(C=3N(C2)C=CN3)C=3C=C2CN(C(C2=CC3)=O)C3C(NC(CC3)=O)=O)C=CC(=C1)Cl